1,2':4',4''-terpyrrolidone N1(C(CCC1)=O)C1NCC(C1)C1CCNC1